O[C@@H](COC1=C2C=3C(C4=C(C(C3NC2=CC(=C1)O)(C)C)C=CC=C4)=O)CO (R)-2,3-Dihydroxy-propoxyl-3-hydroxy-6,6-dimethyl-5,6-dihydro-benzo[b]carbazol-11-one